NC=1N=NC(=CC1C1=NC=CC(=C1)N1C(CN(CC1)C(=O)OC(C)(C)C)=O)Cl tert-butyl 4-[2-(3-amino-6-chloro-pyridazin-4-yl)-4-pyridyl]-3-oxo-piperazine-1-carboxylate